CC1(C(C(CCC1)=C)C(=O)OC)C methyl 2,2-dimethyl-6-methylenecyclohexanecarboxylate